tert-butyl 4-{[(4-{[6-(5-chloro-2-fluorophenyl)pyridazin-4-yl]amino}quinolin-7-yl)oxy]methyl}piperidine-1-carboxylate ClC=1C=CC(=C(C1)C1=CC(=CN=N1)NC1=CC=NC2=CC(=CC=C12)OCC1CCN(CC1)C(=O)OC(C)(C)C)F